[Zn].C(N)(S)=S dithio-carbamic acid zinc